1,1'-((((2,2'-dimethyl-[1,1'-biphenyl]-3,3'-diyl)bis(methylene))bis(oxy))bis(5-chloro-2-methoxypyridine-6,3-diyl))bis(N-((5-methyl-1,3,4-oxadiazol-2-yl)methyl)methanamine) CC1=C(C=CC=C1COC1=C(C=C(C(=N1)OC)CNCC=1OC(=NN1)C)Cl)C1=C(C(=CC=C1)COC1=C(C=C(C(=N1)OC)CNCC=1OC(=NN1)C)Cl)C